7,7-difluoro-4-(hydroxymethyl)-N-{5-[(1r,3s)-3-methyl-1-(4-methyl-1,2,4-triazol-3-yl)cyclobutyl]pyridin-3-yl}-5H,6H-cyclopenta[b]pyridine-2-carboxamide FC1(CCC=2C1=NC(=CC2CO)C(=O)NC=2C=NC=C(C2)C2(CC(C2)C)C2=NN=CN2C)F